(4-(benzyloxy)phenyl)(2-isopropyl-1-methyl-1H-pyrrolo[2,3-c]pyridin-3-yl)methanone C(C1=CC=CC=C1)OC1=CC=C(C=C1)C(=O)C1=C(N(C2=CN=CC=C21)C)C(C)C